benzene-D4 [2H]C1=CC(=C(C(=C1)[2H])[2H])[2H]